(7-cyclopropyl-2-(4-((3R,4S)-3,4-dihydroxypyrrolidin-1-yl)-2-fluorophenyl)pyrazolo[1,5-a]pyrimidin-5-yl)((R)-1-methyl-3,4-dihydroisoquinolin-2(1H)-yl)methanone C1(CC1)C1=CC(=NC=2N1N=C(C2)C2=C(C=C(C=C2)N2C[C@H]([C@H](C2)O)O)F)C(=O)N2[C@@H](C1=CC=CC=C1CC2)C